C(C1=CC=CC=C1)[C@@H]1[C@H](OC(O1)(CC)CC)CCO 2-((4R,5R)-5-benzyl-2,2-diethyl-1,3-dioxolan-4-yl)ethanol